tetraethyl (((2-(3-nitrophenyl)thieno[2,3-d]pyrimidin-4-yl)amino)methylene)bis(phosphonate) [N+](=O)([O-])C=1C=C(C=CC1)C=1N=C(C2=C(N1)SC=C2)NC(P(OCC)(OCC)=O)P(OCC)(OCC)=O